C(C)(C)(C)OC(=O)NC(CCN(C(OC=1C=CC2=C3C=CC=4C=CCC4C3=CC=C2C1)=O)CCCCCCCC(C)NC(=O)OC(C)(C)C)C cyclopenta[a]phenanthren-3-yl (3-((tert-butoxycarbonyl)amino)butyl)(8-((tert-butoxycarbonyl)amino)nonyl)carbamate